C(CCCC)(=O)[O-].[NH4+] ammonium valerate salt